ClC=1C=C(C(NC1)=O)C1=C(C=NC(=C1)C)C(=O)NC=1SC2=C(N1)CN(C2)C(C2=C(N=C(C=C2)C(F)(F)F)OC)=O 5-chloro-N-(5-(2-methoxy-6-(trifluoromethyl)nicotinoyl)-5,6-dihydro-4H-pyrrolo[3,4-d]thiazol-2-yl)-6'-methyl-2-oxo-1,2-dihydro-[3,4'-bipyridine]-3'-carboxamide